3-[(5-chloro-1H-indol-2-yl)methyl]-1-[1-(5-methoxypyridine-2-carbonyl)piperidin-3-yl]-1-methylurea ClC=1C=C2C=C(NC2=CC1)CNC(N(C)C1CN(CCC1)C(=O)C1=NC=C(C=C1)OC)=O